3-((2-(difluoromethoxy)-6-methylpyridin-3-yl)carbamoyl)-3-(2-isopropylphenyl)cyclobutyl methanesulfonate CS(=O)(=O)OC1CC(C1)(C1=C(C=CC=C1)C(C)C)C(NC=1C(=NC(=CC1)C)OC(F)F)=O